ClC1=CC(=C(C=C1)C1=NC(=NC2=NC(=C(N=C12)C)C)[C@H]1C[C@H](OCC1)C=1C=NC(=NC1)C)F 4-(4-chloro-2-fluorophenyl)-6,7-dimethyl-2-((2S,4R)-2-(2-methylpyrimidin-5-yl)tetrahydro-2H-pyran-4-yl)pteridine